FC1(C(C1)S(=O)(=O)C=1N=C2N(N1)[C@@H](C[C@@H]2F)C2=C(C=CC(=C2)F)F)F (5S,7S)-2-(2,2-difluorocyclopropyl)sulfonyl-5-(2,5-difluorophenyl)-7-fluoro-6,7-dihydro-5H-pyrrolo[1,2-b][1,2,4]triazole